COC1=NC=C(C=C1)C=1C=C2N(N=CC=C2N2CCNCC2)C1 2-methoxy-5-(4-(piperazin-1-yl)pyrrolo[1,2-b]pyridazin-6-yl)pyridine